alpha-(tert-butoxycarbonyl)-L-tryptophan C(C)(C)(C)OC(=O)[C@](N)(CC1=CNC2=CC=CC=C12)C(=O)O